dodecyl(sulfonatophenoxy)benzenesulfonate C(CCCCCCCCCCC)C=1C(=C(C=CC1)S(=O)(=O)[O-])OC1=C(C=CC=C1)S(=O)(=O)[O-]